N-((S)-cycloheptyl(2-(((3R,5R)-2-oxo-5-(trifluoromethyl)piperidin-3-yl)methyl)imidazo[1,2-b][1,2,4]triazin-6-yl)methyl)-1-methyl-1H-pyrazole-5-carboxamide C1(CCCCCC1)[C@H](NC(=O)C1=CC=NN1C)C=1N=C2N(N=C(C=N2)C[C@@H]2C(NC[C@@H](C2)C(F)(F)F)=O)C1